1-ethyl-5-((R)-3-methylmorpholino)-3-(1-(tetrahydro-2H-pyran-2-yl)-1H-pyrazol-5-yl)-1H-pyrazolo[4,3-b]Pyridin-7-yl triflate O(S(=O)(=O)C(F)(F)F)C1=C2C(=NC(=C1)N1[C@@H](COCC1)C)C(=NN2CC)C2=CC=NN2C2OCCCC2